6-methoxy-N-(4-nitrophenyl)-4-trifluoromethylquinolin-2-amine COC=1C=C2C(=CC(=NC2=CC1)NC1=CC=C(C=C1)[N+](=O)[O-])C(F)(F)F